C1(=CC=CC=C1)C=1C(=C(C(=C(C1)C1=CC=CC=C1)C1=NN=NC(=C1C1=CC=CC=C1)C1=CC=CC=C1)C1=CC=CC=2[Se]C3=C(C21)C=CC=C3)C3=CC=CC=C3 diphenyldibenzoselenophenyl-(diphenyltriazinyl)biphenyl